di-methylene diacrylate C(C=C)(=O)OCCOC(C=C)=O